2,6-di-dodecyl-4-n-butoxypyridine C(CCCCCCCCCCC)C1=NC(=CC(=C1)OCCCC)CCCCCCCCCCCC